hydroxystearyl behenyl ether C(CCCCCCCCCCCCCCCCCCCCC)OCCCCCCCCCCCCCCCCCCO